COC1=C(C=CC=C1)CCNC(=O)[C@H]1CN(CC[C@@H]1NC(=O)C1=NOC(=C1)C1=C(C=C(C=C1)F)F)C1CCCCC1 (3S,4S)-1-cyclohexyl-4-{[5-(2,4-difluoro-phenyl)-isoxazole-3-carbonyl]-amino}-piperidine-3-carboxylic acid [2-(2-methoxy-phenyl)-ethyl]-amide